FC1=CC=C(C=C1)C=1C(=CC(=NC1)CC1CCCC12CCNCC2)C2=CC=C(C=C2)C(C)C ((5-(4-fluorophenyl)-4-(4-isopropylphenyl)pyridin-2-yl)methyl)-8-azaspiro[4.5]Decane